C(CC[C@@H](C(=O)O)NC(=O)C1=CC=C(N2C=[N+]3C=4C(NC(=NC4NC[C@@H]3C2)N)=O)C=C1)(=O)O |&1:25| racemic-5,10-methenyl-tetrahydrofolic acid